6-chloro-2-(difluoromethoxy)nicotinaldehyde ClC1=NC(=C(C=O)C=C1)OC(F)F